COC1=CC=C2C(=NC=NC2=C1)C=1C(=NN(C1)C)C1=CC=CC=C1 7-methoxy-4-(1-methyl-3-phenyl-1H-pyrazol-4-yl)quinazolin